OC1=CC(=CC2=CC3=CC=CC(=C3C=C12)O)CO 1,8-dihydroxy-3-(hydroxymethyl)-anthracene